C(C)(=O)OC1O[C@@H]([C@H]([C@@H]([C@H]1OC(C)=O)OC(C)=O)O[C@@H]1O[C@@H]([C@H]([C@@H]([C@@H]1OCC1=CC=CC=C1)OC(C)=O)OC(C)=O)COC(C)=O)COC(C)=O (3R,4S,5R,6R)-6-(Acetoxymethyl)-5-(((2S,3S,4S,5R,6R)-4,5-diacetoxy-6-(acetoxymethyl)-3-(benzyloxy)tetrahydro-2H-pyran-2-yl)oxy)tetrahydro-2H-pyran-2,3,4-triyl triacetate